1-(3-(2-Methoxyphenyl)-1,2,4-oxadiazol-5-yl)-N-(pyridin-3-ylmethyl)piperidine-4-carboxamide COC1=C(C=CC=C1)C1=NOC(=N1)N1CCC(CC1)C(=O)NCC=1C=NC=CC1